N-ethyl-2-((4-((S)-3-(((S)-1-(ethanesulfonamido)-8-azaspiro[4.5]decane-8-yl)methyl)pyrrolidin-1-yl)pyrimidin-5-yl)oxy)-5-fluoro-N-isopropylbenzamide C(C)N(C(C1=C(C=CC(=C1)F)OC=1C(=NC=NC1)N1C[C@@H](CC1)CN1CCC2(CCC[C@@H]2NS(=O)(=O)CC)CC1)=O)C(C)C